5-[4-amino-5-(trifluoromethyl)-pyrrolo[2,1-f][1,2,4]triazin-7-yl]-N-[(3R,4S)-1-(7-chloro-2,3-dihydro-1H-inden-1-yl)-4-fluoropyrrolidin-3-yl]-2-methoxypyridine-3-carboxamide NC1=NC=NN2C1=C(C=C2C=2C=C(C(=NC2)OC)C(=O)N[C@@H]2CN(C[C@@H]2F)C2CCC1=CC=CC(=C21)Cl)C(F)(F)F